N1(CCCC1)C1=CC=C(C=C1)C=1SC(=CN1)B1OC(C(O1)(C)C)(C)C C2-(4-(pyrrolidin-1-yl)phenyl)-5-(4,4,5,5-tetramethyl-1,3,2-dioxaborolan-2-yl)thiazole